(R)-N-(7-(1-(1-propenylpiperidin-3-yl)-4-amino-1H-pyrazolo[3,4-d]pyrimidin-3-yl)benzo[d][1,3]dioxol-4-yl)-4-methoxybenzenesulfonamide C(=CC)N1C[C@@H](CCC1)N1N=C(C=2C1=NC=NC2N)C2=CC=C(C1=C2OCO1)NS(=O)(=O)C1=CC=C(C=C1)OC